2-amino-N-(3-(5-chloro-2-methoxyphenyl)-1-(2-hydroxypentyl)-1H-pyrazol-4-yl)pyrazolo[1,5-a]pyrimidine-3-carboxamide NC1=NN2C(N=CC=C2)=C1C(=O)NC=1C(=NN(C1)CC(CCC)O)C1=C(C=CC(=C1)Cl)OC